5-((2-((2-Chloropyridin-4-yl)amino)pyridin-4-yl)oxy)-4-phenylthiazol-2-amine ClC1=NC=CC(=C1)NC1=NC=CC(=C1)OC1=C(N=C(S1)N)C1=CC=CC=C1